C(C)(C)C=1C=NN2C1N=C(N=C2NCC2=CC=C(C=C2)N2CCOCC2)NC2CCOCC2 8-isopropyl-N4-(4-morpholinobenzyl)-N2-(tetrahydro-2H-pyran-4-yl)pyrazolo[1,5-a][1,3,5]triazine-2,4-diamine